7-((5S)-1-(4-amino-7-fluoro-1-methyl-1H-pyrazolo[4,3-c]quinoline-8-carbonyl)-5-methylpiperidin-2-yl)-5-fluorospiro[benzo[b][1,4]oxazine-2,1'-cyclopropane]-3(4H)-one NC1=NC=2C=C(C(=CC2C2=C1C=NN2C)C(=O)N2C(CC[C@@H](C2)C)C=2C=C(C1=C(OC3(CC3)C(N1)=O)C2)F)F